7-chloro-1-(4-hydroxypyrimidin-2-yl)-4-(methylamino)quinazolin-2(1H)-one ClC1=CC=C2C(=NC(N(C2=C1)C1=NC=CC(=N1)O)=O)NC